C(C1=CC=CC=C1)OC(=O)N1CCN(CCC1)C1=CC=C(C(=O)O)C=C1 4-(4-((benzyloxy)carbonyl)-1,4-diazacycloheptan-1-yl)benzoic acid